2,5-diamino-3,6-dibromobenzene NC1=CC(=C(C=C1Br)N)Br